COC1=CC=C(C=C1)C(C)O 1-(p-methoxyphenyl)ethanol